1-(2-fluoro-4-methyl-5-(2-(methylamino)-8,9-dihydroimidazo[1',2':1,6]pyrido[2,3-d]pyrimidin-6-yl)phenyl)-3-(2-hydroxy-3,3-dimethylbutyl)urea FC1=C(C=C(C(=C1)C)C1=CC2=C(N=C(N=C2)NC)N2C1=NCC2)NC(=O)NCC(C(C)(C)C)O